2-(2,6-dioxopiperidin-3-yl)-5-fluoro-6-(3-((4'-fluoro-5,5-dimethyl-3,4,5,6-Tetrahydro-[1,1'-biphenyl]-2-yl)methyl)-3,8-diazabicyclo[3.2.1]octane-8-yl)isoindoline O=C1NC(CCC1N1CC2=CC(=C(C=C2C1)F)N1C2CN(CC1CC2)CC2=C(CC(CC2)(C)C)C2=CC=C(C=C2)F)=O